C(CCC)N(CCCC)CCC[Si](OCC)(OCC)OCC gamma-(N,N-dibutyl)aminopropyl-triethoxysilane